methyl (2R,3S,5R)-2-((((1S,3S,6R)-6-(5-chloropyrimidin-2-yl)bicyclo[4.1.0]heptan-3-yl)oxy)methyl)-((difluoromethyl)sulfonamido)-5-methylpyrrolidine-1-carboxylate ClC=1C=NC(=NC1)[C@]12CC[C@@H](C[C@@H]2C1)OC[C@]1(N([C@@H](CC1)C)C(=O)OC)NS(=O)(=O)C(F)F